sodium deutero-borohydride [2H][BH3-].[Na+]